OC(C)(C)[C@@H]1CC[C@H](CC1)N1C(C2=CC(=C(C=C2C1)NC(=O)C=1C=NN2C1N=CC=C2)N2CCOCC2)=O trans-N-[2-[4-(1-Hydroxy-1-methyl-ethyl)cyclohexyl]-6-morpholino-1-oxo-isoindolin-5-yl]pyrazolo[1,5-a]pyrimidine-3-carboxamide